C(=O)O.FC1=CC=2C(=C3N(C2C=C1)CCOC3)C3=NOC(=N3)C3CN1CCC3CC1 8-fluoro-10-(5-(quinuclidin-3-yl)-1,2,4-oxadiazol-3-yl)-3,4-dihydro-1H-[1,4]oxazino[4,3-a]indole formate